[2-[2-benzyl-3-(4-chlorophenyl)-5-oxo-4H-pyrazolo[1,5-a]pyrimidin-7-yl]-5-nitro-phenyl] (2S)-2-(tert-butoxycarbonylamino)propanoate C(C)(C)(C)OC(=O)N[C@H](C(=O)OC1=C(C=CC(=C1)[N+](=O)[O-])C1=CC(NC=2N1N=C(C2C2=CC=C(C=C2)Cl)CC2=CC=CC=C2)=O)C